2-(2-fluoro-5-nitro-phenyl)acetonitrile FC1=C(C=C(C=C1)[N+](=O)[O-])CC#N